CC1=NNC(=C1C1=CC=C(NC([C@H]([C@@H]2CC[C@H](CC2)C)NC(=O)C=2N(N=CC2)C(C)C)=O)C=C1)C Trans-N-[(1S)-2-[4-(3,5-dimethyl-1H-pyrazol-4-yl)anilino]-1-(4-methylcyclohexyl)-2-oxo-ethyl]-2-isopropyl-pyrazole-3-carboxamide